5-p-tolyl-1,2,4-triazine C1(=CC=C(C=C1)C=1N=CN=NC1)C